oxo(oxo)-dioxolane O=C1OC(OC1)=O